The molecule is a perfluorinated compound that is perfluorooctane in which one of the terminal fluorines has been replace by a sulfamoyl group. It has a role as a persistent organic pollutant. It is a sulfonamide and a perfluorinated compound. C(C(C(C(C(F)(F)S(=O)(=O)N)(F)F)(F)F)(F)F)(C(C(C(F)(F)F)(F)F)(F)F)(F)F